BrC1=CN=C2N(C1=O)C=C(C=C2)F 3-bromo-7-fluoro-4H-pyrido[1,2-a]pyrimidin-4-one